8-(2,2-difluoroethoxy)-6-(5-fluoropyridin-2-yl)-N-((6-methylpyridazin-3-yl)methyl)quinazolin-4-amine FC(COC=1C=C(C=C2C(=NC=NC12)NCC=1N=NC(=CC1)C)C1=NC=C(C=C1)F)F